C(C)(C)(C)OC(NN=C1C(COCC1)C)=O N-[(3-methyltetrahydropyran-4-ylidene)amino]carbamic acid tert-butyl ester